5-((3-(4-(2-(4-((2-(2H-1,2,3-triazol-2-yl)pyrimidin-4-yl)methoxy)phenyl)propan-2-yl)phenoxy)propyl)amino)-2-(2,6-dioxopiperidin-3-yl)isoindolin-1,3-dione N=1N(N=CC1)C1=NC=CC(=N1)COC1=CC=C(C=C1)C(C)(C)C1=CC=C(OCCCNC=2C=C3C(N(C(C3=CC2)=O)C2C(NC(CC2)=O)=O)=O)C=C1